(S)-2-(benzylamino)-5,5-difluoro-4,4-dimethyl-pentanamide 3-(2-(diethylamino)ethyl)-1H-indol-6-yl-butyrate C(C)N(CCC1=CNC2=CC(=CC=C12)OC(CCC)=O)CC.C(C1=CC=CC=C1)N[C@H](C(=O)N)CC(C(F)F)(C)C